6-hexyldodecanoate C(CCCCC)C(CCCCC(=O)[O-])CCCCCC